ClC1=CC(=C(C=C1)C=1N=C2N(C(C1C)=O)C=C(C=C2[C@@H](C)NC2=C(C(=O)O)C=CC=C2)C)F (R)-2-((1-(2-(4-chloro-2-fluorophenyl)-3,7-dimethyl-4-oxo-4H-pyrido[1,2-a]pyrimidin-9-yl)ethyl)amino)benzoic acid